4'-((3-butyl-1-(2-chlorophenyl)-5-oxo-1,5-dihydro-4H-1,2,4-triazol-4-yl)methyl)-N-(4,5-dimethylisoxazol-3-yl)-2'-((cyclopropyl)oxymethyl)-[1,1'-biphenyl]-2-sulfonamide C(CCC)C1=NN(C(N1CC1=CC(=C(C=C1)C=1C(=CC=CC1)S(=O)(=O)NC1=NOC(=C1C)C)COC1CC1)=O)C1=C(C=CC=C1)Cl